(2-((1-((4-methoxyphenyl)(methyl)amino)-1-oxo-3-phenylpropan-2-yl)amino)-2-oxoethyl)carbamic acid tert-butyl ester C(C)(C)(C)OC(NCC(=O)NC(C(=O)N(C)C1=CC=C(C=C1)OC)CC1=CC=CC=C1)=O